(S)-2-(6-(5-(hydroxymethyl)-6,7-dihydro-5H-pyrrolo[2,1-c][1,2,4]triazol-3-yl)pyridin-2-yl)-6-(isopropyl(methyl)amino)-4-((methylamino)methyl)-2,3-dihydro-1H-pyrrolo[3,4-c]pyridin-1-one OC[C@@H]1CCC2=NN=C(N21)C2=CC=CC(=N2)N2CC=1C(=NC(=CC1C2=O)N(C)C(C)C)CNC